O1[C@@H](CCC2=CC=CC=C12)C(C)(C)C(C(=O)N)[C@@H]1N(CCC1)C (2-((S)-chroman-2-yl)propan-2-yl)-2-((R)-1-methylpyrrolidin-2-yl)acetamide